C(C)(=O)N1\C(\C(C2=CC=CC=C12)=O)=C/C1=NC2=CC=C(C=C2C(=C1)C=1C=CC=C2C=CC=NC12)CNC1CCOCC1 (Z)-1-acetyl-2-((6-(((tetrahydro-2H-pyran-4-yl)-amino)methyl)-[4,8'-biquinolin]-2-yl)methylene)-indolin-3-one